tert-Butyl ((6-amino-5-chloro-2-methylbenzo[d]oxazol-7-yl)methyl)carbamate NC1=C(C2=C(N=C(O2)C)C=C1Cl)CNC(OC(C)(C)C)=O